2-acetamido-3-(4-methoxyphenyl)-3H-imidazo[4,5-b]pyridine-6-carboxylic acid C(C)(=O)NC1=NC=2C(=NC=C(C2)C(=O)O)N1C1=CC=C(C=C1)OC